(trans)-1,4-diphenyl-2-styrylbutane-1,4-dione C1(=CC=CC=C1)C(C(CC(=O)C1=CC=CC=C1)\C=C\C1=CC=CC=C1)=O